[C@]12(C(C[C@@H](CC1)C2(C)C)C(=O)Cl)C (1S,4R)-camphanic chloride